NC(C(CCC(=O)O)C(=O)O)C(=O)O amino-1,2,4-butanetricarboxylic acid